C/C(=C\CC/C(=C/C=C/C(=C/C=C/C=C(\C)/C=C/C=C(\C)/C=C/C=C(\C)/CCCC(C)(C)O)/C)/C)/CCCC(C)(C)O 1,1',2,2',7,8-Hexahydro-ψ,ψ-carotene-1,1'-diol